ClC1=NC=C(C(=N1)NC1=CC(=CC=C1)C(C)(C)C)Cl 2,5-Dichloro-N4-(3-tert-butylphenyl)pyrimidin-4-amine